(E)-4-{tert-butoxycarbonyl-[3-(3-chloro-10,11-dihydro-5H-dibenzo[b,f]azepin-5-yl)propyl]amino}-N-phenyl-but-2-enamide C(C)(C)(C)OC(=O)N(C/C=C/C(=O)NC1=CC=CC=C1)CCCN1C2=C(CCC3=C1C=CC=C3)C=CC(=C2)Cl